((1-methylpiperidin-4-yl)oxy)-3-nitroaniline CN1CCC(CC1)ONC1=CC(=CC=C1)[N+](=O)[O-]